ClC1=CC=C(C(=N1)OC1=C(C=C(C=C1C)C)C)[N+](=O)[O-] 6-chloro-2-(mesityloxy)-3-nitropyridine